7,7-difluoro-5-azaspiro[2.4]heptan FC1(CNCC12CC2)F